N-[8-fluoro-4-[(4-fluorophenyl)methyl]-2,6-dimethyl-3-oxo-1,4-benzoxazin-7-yl]-3,3-dimethyl-butanamide FC1=C(C(=CC=2N(C(C(OC21)C)=O)CC2=CC=C(C=C2)F)C)NC(CC(C)(C)C)=O